CN(C1=CC(=NC(=C1)SC)C1=CNC2=CN=C(C=C21)NC(C)=O)C N-(3-(4-(dimethylamino)-6-(methylthio)pyridin-2-yl)-1H-pyrrolo[2,3-c]pyridin-5-yl)acetamide